FC1=C(C=CC(=C1)F)CC1CC2(CN(C2)C(=O)OC[C@H]2NC(OC2)=O)C1 [(4S)-2-Oxooxazolidin-4-yl]methyl 6-[(2,4-difluorophenyl) methyl]-2-azaspiro[3.3]heptane-2-carboxylate